1-[1-(4-chlorophenyl)piperidin-4-yl]-3-(5-hydroxypyridin-2-yl)urea ClC1=CC=C(C=C1)N1CCC(CC1)NC(=O)NC1=NC=C(C=C1)O